FC1=CC2=C(N(C(=N2)C)C)C(=C1C#CC1=NN(C2=NC=NC(=C21)N)[C@@H]2CN[C@H](C2)COC)F 3-((5,7-difluoro-1,2-dimethyl-1H-benzo[d]imidazol-6-yl)ethynyl)-1-((3S,5R)-5-(methoxymethyl)pyrrolidin-3-yl)-1H-pyrazolo[3,4-d]pyrimidin-4-amine